C(C)(C)(C)N(C(=O)C=1C2=C(N(N1)C1=CSC=C1)C1=C(OC2)C=C(C(=C1)C(=O)/N=C/N(C)C)OC)C (E)-N3-tert-butyl-N8-((dimethylamino)methylene)-7-methoxy-N3-methyl-1-(thiophen-3-yl)-1,4-dihydrobenzopyrano[4,3-c]pyrazole-3,8-dicarboxamide